4-(4'-methyl-2,2'-bipyridine-4'-yl)-butyric acid CC1(CC(=NC=C1)C1=NC=CC=C1)CCCC(=O)O